C(C)(C)(C)OC(=O)N1CCC(CC1)CN1C(=NC2=C1C=CC(=C2)C(NCC2=CC=C(C=C2)S(=O)(=O)CC)=O)C(F)(F)F 4-((5-((4-(ethylsulfonyl)benzyl)carbamoyl)-2-(trifluoromethyl)-1H-benzo[d]Imidazol-1-yl)methyl)piperidine-1-carboxylic acid tert-butyl ester